ONC(=O)C=1C=C(C=CC1)NC1=NC2=C(N1)C=C(C(=C2)C(F)(F)F)C2=CC=C(C(=O)N(C)C)C=C2 4-(2-((3-(hydroxycarbamoyl)phenyl)amino)-5-(trifluoromethyl)-1H-benzo[d]imidazol-6-yl)-N,N-dimethylbenzamide